(R)-3-((4-Fluoro-3-(piperazin-1-yl)phenyl)amino)piperidine-2,6-dione FC1=C(C=C(C=C1)N[C@H]1C(NC(CC1)=O)=O)N1CCNCC1